(R)-5-(2-(2,5-difluorophenyl)pyrrolidin-1-yl)pyrazolo[1,5-A]pyrimidine FC1=C(C=C(C=C1)F)[C@@H]1N(CCC1)C1=NC=2N(C=C1)N=CC2